CC(CN)(CC[Si](OC)(OC)OC)C 2,2-dimethyl-4-trimethoxysilylbutan-1-amine